Tert-butyl (1-(4-fluoro-4-methylcyclohexyl)-2-((4-((S)-2-methoxy-1-((S)-2-oxo-4-(trifluoromethyl) imidazolidin-1-yl)ethyl)pyridin-2-yl)amino)-2-oxoethyl)carbamate FC1(CCC(CC1)C(C(=O)NC1=NC=CC(=C1)[C@@H](COC)N1C(N[C@@H](C1)C(F)(F)F)=O)NC(OC(C)(C)C)=O)C